[Cl-].O=C(C[N+]1=CC=CC=C1)C 1-(2-oxopropyl)pyridin-1-ium chloride